pyrido[3,4-c]pyridazine N1=NC=CC2=C1C=NC=C2